Benzyl 4-(2-((1r,3r)-3-(2-(9-(3-amino-6-(2-(methoxymethoxy)phenyl)pyridazin-4-yl)-1-oxa-4,9-diazaspiro[5.5]undecan-4-yl)ethoxy)cyclobutoxy)ethyl)piperazine-1-carboxylate NC=1N=NC(=CC1N1CCC2(CN(CCO2)CCOC2CC(C2)OCCN2CCN(CC2)C(=O)OCC2=CC=CC=C2)CC1)C1=C(C=CC=C1)OCOC